[Li].[Si] silicon, lithium salt